1,8-dihydroxy-2,4,5,7-tetranitro-9,10-anthraquinone OC1=C(C=C(C=2C(C3=C(C=C(C(=C3C(C12)=O)O)[N+](=O)[O-])[N+](=O)[O-])=O)[N+](=O)[O-])[N+](=O)[O-]